FC(OC1=CC2=C(N=CS2)C=C1)(F)F 6-(trifluoromethoxy)-1,3-benzothiazol